C(C)(C)(C)OC(=O)N1C(CNCC1)C1=C(C=NC=C1Cl)N (3-amino-5-chloropyridin-4-yl)piperazine-1-carboxylic acid tert-butyl ester